1,3-bis(methacrylamido)propane C(C(=C)C)(=O)NCCCNC(C(=C)C)=O